O1C(COC2=C1C=CC=C2)CN2CC(CCC2)(CC)C(C)O 1-[1-(2,3-dihydrobenzo[1,4]dioxin-2-ylmethyl)-3-ethylpiperidin-3-yl]ethanol